C(C)(C)OC1=C(N)C=C(C(=C1)C1CCNCC1)C 2-isopropoxy-5-methyl-4-(piperidin-4-yl)aniline